[Cl-].C[N+](C1=NC=C(C=C1)C(=O)OC1=C(C(=CC(=C1F)F)F)F)(C)C N,N,N-trimethyl-5-((2,3,5,6-tetrafluoro-phenoxy)carbonyl)pyridin-2-aminium chloride